2-[[4-(2-[1,4']bipiperidinyl-1'-yl-2-oxoethyl)-6-(4-sulfamoylbenzylamino)-2-pyrimidinyl]amino]-4-methyl-5-thiazolecarboxylic acid ethyl ester C(C)OC(=O)C1=C(N=C(S1)NC1=NC(=CC(=N1)CC(=O)N1CCC(CC1)N1CCCCC1)NCC1=CC=C(C=C1)S(N)(=O)=O)C